The molecule is a C4-dicarboxylate obtained by deprotonation of both carboxy groups of 3-hydroxy-L-aspartic acid. It derives from a L-aspartate(2-). It is a conjugate base of a (3R)-3-hydroxy-L-aspartic acid. [C@H]([C@H](C(=O)[O-])O)(C(=O)[O-])N